1,2,3-triethyl-pyrazolium C(C)[N+]=1N(C(=CC1)CC)CC